CN1C=2C=CC=CC2C(C2=CC=CC=C12)=O N-Methyl-acridone